C(CCC)(=O)[O-].C(C1=CC=CC=C1)[N+](C)(C)CC(C)O benzyl-(2-hydroxypropyl)-dimethylammonium butyrate